OC(CN(C(CN1C=NNC1=O)=O)C)CN(C(=O)C=1OC(=CC1)CN1CCCC1)C N-[2-hydroxy-3-(N-methyl-1-{5-[(pyrrolidin-1-yl)methyl]furan-2-yl}formamido)propyl]-N-methyl-2-(5-oxo-4,5-dihydro-1H-1,2,4-triazol-4-yl)acetamide